C[C@@H]1COCCN1C=1C2=C(N=C(N1)C1=C3C(=NC=C1)NC=C3)C(=CS2)C2=CC=C(C=C2)S(=O)(=O)N (R)-4-(4-(3-methylmorpholino)-2-(1H-pyrrolo[2,3-b]pyridin-4-yl)thieno[3,2-d]pyrimidin-7-yl)benzenesulfonamide